C(C=C)N(CCC1=CNC2=CC(=CC=C12)OC(CCCCC(=O)O)=O)CC=C 6-((3-(2-(diallylamino)ethyl)-1H-indol-6-yl)oxy)-6-oxohexanoic acid